8-(2-hydroxybenzoyl)caprylic acid OC1=C(C(=O)CCCCCCCC(=O)O)C=CC=C1